BrC=1C=C2C(=C(N1)N1CCC(CC1)(F)F)OC=C2 5-Bromo-7-(4,4-difluoropiperidin-1-yl)furo[2,3-c]pyridine